CS(=O)(=O)OCC1CCCC=2C(=NN(C12)C=1C=NC=C(C1)Br)C(F)(F)F [1-(5-bromo-3-pyridyl)-3-(trifluoromethyl)-4,5,6,7-tetrahydroindazol-7-yl]methyl methanesulfonate